tert-butyl 4-(2-(3-fluoro-4-methoxyphenyl)-1,4-dimethyl-1H-benzo[d]imidazol-6-yl)-3,6-dihydropyridine-1(2H)-carboxylate FC=1C=C(C=CC1OC)C1=NC2=C(N1C)C=C(C=C2C)C=2CCN(CC2)C(=O)OC(C)(C)C